(3-methoxy-4-methyl-2-pyridinyl)amine COC=1C(=NC=CC1C)N